4-(1-Acryloylpiperidin-3-yl)-3-chloro-5-fluoro-2-methyl-1H-indole-7-carboxamide C(C=C)(=O)N1CC(CCC1)C1=C2C(=C(NC2=C(C=C1F)C(=O)N)C)Cl